(S)-quinuclidin-3-yl (6-fluoro-5-(4-methoxyphenyl)-2,2-dimethyl-2,3-dihydro-1H-inden-1-yl)carbamate FC1=C(C=C2CC(C(C2=C1)NC(O[C@@H]1CN2CCC1CC2)=O)(C)C)C2=CC=C(C=C2)OC